tert-butyl (3S)-3-[(1R)-1-hydroxy-2-[[2-(4-methoxybenzoyl)-3,4-dihydro-1H-isoquinoline-6-carbonyl]-amino]ethyl]-7-(methoxymethoxy)-3,4-dihydro-1H-isoquinoline-2-carboxylate O[C@H](CNC(=O)C=1C=C2CCN(CC2=CC1)C(C1=CC=C(C=C1)OC)=O)[C@H]1N(CC2=CC(=CC=C2C1)OCOC)C(=O)OC(C)(C)C